CC=1C2=C(N=CN1)N(C=C2)C2C(C(CO2)O)O 5-(4-methyl-7H-pyrrolo[2,3-d]pyrimidin-7-yl)tetrahydrofuran-3,4-diol